5-chloro-4-(2-((1,1-difluoropropan-2-yl)amino)ethyl)-1-(2-fluorobenzyl)-1H-pyrazole-3-carboxylic acid ethyl ester C(C)OC(=O)C1=NN(C(=C1CCNC(C(F)F)C)Cl)CC1=C(C=CC=C1)F